(6-azaspiro[3.4]octan-2-yl)methanol C1C(CC12CNCC2)CO